C(#N)C=1C=C(C=CC1)C1=NN2C(N=C(C=C2)C(=O)NCC2C(NCCC2)=O)=C1C1=CC(=NC(=C1)C)C 2-(3-cyanophenyl)-3-(2,6-dimethyl-4-pyridinyl)-N-[(2-oxo-3-piperidinyl)methyl]pyrazolo[1,5-a]pyrimidine-5-carboxamide